tert-butyl 3-[(3-chloro-6-methylpyridin-2-yl)amino]-3-(prop-2-en-1-yl)pyrrolidine-1-carboxylate ClC=1C(=NC(=CC1)C)NC1(CN(CC1)C(=O)OC(C)(C)C)CC=C